CN([Si](C)(C)C)[Si](C)(C)C N-methyl-hexamethyldisilazane